N-[(3S,4R,5S)-3-fluoro-1-methyl-5-methyl-4-piperidyl]-6-[3-(5-fluoro-4-mesyl-2-anisidino)-1-propynyl]-1-(2,2,2-trifluoroethyl)-1H-benzo[d]imidazole-4-carboxamide F[C@H]1CN(C[C@@H]([C@H]1NC(=O)C1=CC(=CC=2N(C=NC21)CC(F)(F)F)C#CCNC=2C(OC)=CC(=C(C2)S(=O)(=O)C)F)C)C